BrC(C1=CC=C(O1)C(=O)NC12CC(C1)(C2)C=2SC1=C(N2)C=C(C=C1)Cl)S(=O)(=O)C 5-(bromo(methylsulfonyl)methyl)-N-(3-(5-chlorobenzo[d]thiazol-2-yl)bicyclo[1.1.1]pentan-1-yl)furan-2-carboxamide